2,2,2-Trifluoroethyl (S)-2-amino-3-(6-chloro-1H-indol-3-yl)propanoate hydrochloride Cl.N[C@H](C(=O)OCC(F)(F)F)CC1=CNC2=CC(=CC=C12)Cl